COC(=O)C1OC(OC1)(C)C1=C(C=C(C=C1)Cl)F 2-(4-chloro-2-fluorophenyl)-2-methyl-1,3-dioxolane-4-carboxylic acid methyl ester